6-[(2R,3S,4R,5S)-5-acetamido-2-(tert-butoxymethyl)-3,4-dihydroxy-1-piperidinyl]-6-oxo-hexanoic acid benzyl ester C(C1=CC=CC=C1)OC(CCCCC(=O)N1[C@@H]([C@@H]([C@@H]([C@H](C1)NC(C)=O)O)O)COC(C)(C)C)=O